C(=O)(O)[C@@H](CC=1C=C(C=CC1)N1CC(N(CC1=O)C=1C=C(C=CC1)C[C@H](C(=O)O)[C@@H]1CNCC1)=O)[C@@H]1CNCC1 (2S)-3-[3-[4-[3-[(2S)-2-Carboxy-2-[(3R)-pyrrolidin-3-yl]ethyl]phenyl]-2,5-dioxo-piperazin-1-yl]phenyl]-2-[(3R)-pyrrolidin-3-yl]propanoic acid